FC1=C2CCNC(C2=CC=C1)C(=O)O 5-fluoro-1,2,3,4-tetrahydroisoquinoline-1-carboxylic acid